N,N,N',N'-tetramethylchloroformamidinium hexafluorophosphat F[P-](F)(F)(F)(F)F.CN(C(=[N+](C)C)Cl)C